FC1=C(CN2C(C3=NC=CC=C3C2=O)([2H])[2H])C(=CC(=C1)C1=CC=2C(N=C1)=NN(C2)C)F 6-(2,6-difluoro-4-(2-methyl-2H-pyrazolo[3,4-b]pyridin-5-yl)benzyl)-6,7-dihydro-5H-pyrrolo[3,4-b]pyridin-5-one-7,7-d2